2-[1-(5-Amino-2-pyrimidin-2-yl-1,2,4-triazol-3-yl)ethyl]isoindoline-1,3-dione-hydrochloride Cl.NC=1N=C(N(N1)C1=NC=CC=N1)C(C)N1C(C2=CC=CC=C2C1=O)=O